C(CCCCCCCCCCCCCCC)NC1CC1 cetylcyclopropylamine